di(methylthio)toluenediamine CSC1=C(C(N)(N)SC)C=CC=C1